11-fluoro-N-(3-iodophenyl)-N-methyl-2,4,5,7,13-pentazatricyclo[7.4.0.02,6]trideca-1(13),3,5,7,9,11-hexaen-8-amine FC=1C=C2C(=NC3=NN=CN3C2=NC1)N(C)C1=CC(=CC=C1)I